C(C)(C)(C)OC(=O)NC\C=C(\CSC1=CC=C(C(=O)[O-])C=C1)/F.[Na+] sodium (Z)-4-((4-((tert-butoxycarbonyl)amino)-2-fluorobut-2-en-1-yl)thio)benzoate